The molecule is any of a group of glycosaminoglycans with repeating units consisting of variously sulfated beta1->4-linked L-iduronyl-(alpha1->3)-N-acetyl-D-galactosamine units. It has a role as a hematologic agent and an anticoagulant. It is a sulfated glycosaminoglycan and a mucopolysaccharide. It derives from a dermatan. It is a conjugate acid of a dermatan sulfate polyanion. CC(=O)N[C@@H]1[C@H]([C@H]([C@H](O[C@H]1O)CO)OS(=O)(=O)O)O[C@H]2[C@@H]([C@H]([C@@H]([C@@H](O2)C(=O)O)O)O)O